C(C)(=O)[O-].C(C)OC[NH3+] N-ethoxymethyl-ammonium acetate